NC=1C(=NC(=C(N1)C=1OC=CN1)C1=CN(C(C=C1)=O)C)C(=O)NCC1=NC(=CC=C1F)N 3-amino-N-((6-amino-3-fluoropyridin-2-yl)methyl)-6-(1-methyl-6-oxo-1,6-di-hydropyridin-3-yl)-5-(oxazol-2-yl)pyrazine-2-carboxamide